C(C=C)[C@]1([C@H](N(C[C@H]1O)C(=O)OC(C)(C)C)C(=O)OC)CCO 1-(tert-butyl) 2-methyl (2S,3R,4S)-3-allyl-4-hydroxy-3-(2-hydroxyethyl)pyrrolidine-1,2-dicarboxylate